2-(3,4-dichlorophenyl)-1-ethyl-6-methyl-5-oxazol-2-yl-4-oxo-pyridine-3-carboxylic acid ClC=1C=C(C=CC1Cl)C=1N(C(=C(C(C1C(=O)O)=O)C=1OC=CN1)C)CC